FC=1C=CC(=C(C1)CC(=O)O)NC(C1=CC(=C(C=C1)N1CCCCC1)NC(=O)NC1=NN(C2=CC=CC=C12)CC(F)(F)F)=O 2-(5-fluoro-2-(4-(piperidin-1-yl)-3-(3-(1-(2,2,2-trifluoroethyl)-1H-indazol-3-yl)ureido)benzamido)phenyl)acetic acid